((2R,3S,4R,5R)-5-(4-aminopyrrolo[2,1-f][1,2,4]triazin-7-yl)-5-cyano-3,4-dihydroxytetrahydrofuran-2-yl)methyl (3-methylbutanoyl)-L-valinate CC(CC(=O)N[C@@H](C(C)C)C(=O)OC[C@H]1O[C@@]([C@@H]([C@@H]1O)O)(C#N)C1=CC=C2C(=NC=NN21)N)C